6-[bis(isopropoxycarbonyl)amino]4-methylbenzoic acid C(C)(C)OC(=O)N(C1=CC(=CC=C1C(=O)O)C)C(=O)OC(C)C